NC=1C=C(C=C(C1)C(F)(F)F)[C@@H](C)NC1=NC(=NC2=CC(=C(C=C12)NC)C(=O)N1CCNCC1)C (R)-(4-((1-(3-amino-5-(trifluoromethyl)phenyl)ethyl)amino)-2-methyl-6-(methylamino)quinazoline-7-yl)(piperazine-1-yl)methanone